ClC1=CC(=C(S1)C1=CC=C(C(=N1)C)O[C@@H]1C[C@H](CCC1)C(=O)O)COC(NC1CCCC1)=O (1S,3S)-3-((6-(5-chloro-3-(((cyclopentylcarbamoyl)oxy)methyl)thiophen-2-yl)-2-methylpyridin-3-yl)oxy)cyclohexane-1-carboxylic acid